1,2-dibutylpyrazolium C(CCC)[N+]=1N(C=CC1)CCCC